ClC1=CC=C(CN2[C@]3(CCN(C3)C(=O)OC)C(N(CC2=O)C2=C(C=C(C=C2)C#N)F)=O)C=C1 methyl (S)-6-(4-chlorobenzyl)-9-(4-cyano-2-fluorophenyl)-7,10-dioxo-2,6,9-triazaspiro-[4.5]decane-2-carboxylate